FC1(CCN(CCC1)C1=C(C(=O)NC2=CC(=CC=C2)S(=O)C)C(=C(C=N1)C(F)(F)F)C)F 2-(4,4-difluoroazepan-1-yl)-4-methyl-N-(3-(methylsulfinyl)phenyl)-5-(trifluoromethyl)nicotinamide